C1(CC1)[C@H]1CN(CCN1)C=1N=NC(=CN1)C1=C(C=C(C=C1)N1N=CC=N1)O 2-{3-[(3S)-3-cyclopropylpiperazin-1-yl]-1,2,4-triazin-6-yl}-5-(2H-1,2,3-triazol-2-yl)phenol